CS(=O)(=O)CC1=C(C=CC(=C1)N)C1=C(C=C(C=C1)N)CS(=O)(=O)C 2,2'-bis((methylsulfonyl)methyl)-[1,1'-biphenyl]-4,4'-diamine